(1R,2S,4R)-2-{[2-chloro-6-(2,2,2-trifluoroethyl)thieno[2,3-d]pyrimidin-4-yl](methyl)amino}-4-({[4-(5,6-dimethoxypyridazin-3-yl)phenyl]methyl}amino)cyclopentan-1-ol ClC=1N=C(C2=C(N1)SC(=C2)CC(F)(F)F)N([C@@H]2[C@@H](C[C@@H](C2)NCC2=CC=C(C=C2)C=2N=NC(=C(C2)OC)OC)O)C